CC(=CC(=O)NC(C(=O)O)C(CC)C)CCC=C(C)C 2-(3,7-dimethyl-2,6-octadienamido)-3-methylpentanoic acid